CN(C(C)C1=NC=NN1C1=CC=C(C=N1)C#N)C1=NC=NC2=C(C=C(C=C12)OC(F)(F)F)C(F)(F)F 6-[5-[1-[methyl-[6-(trifluoromethoxy)-8-(trifluoromethyl)quinazolin-4-yl]amino]ethyl]-1,2,4-triazol-1-yl]pyridine-3-carbonitrile